(R)-N-(amino(6,7-dihydro-5H-pyrazolo[5,1-b][1,3]oxazin-3-yl)(oxo)-λ6-sulfaneylidene)-2-(4,6-diisopropyl-1,3-dihydroisobenzofuran-5-yl)acetamide N[S@](=NC(CC=1C(=C2COCC2=CC1C(C)C)C(C)C)=O)(=O)C=1C=NN2C1OCCC2